4-fluoro-N-(4-isopropylphenethyl)-3,5-dimethylbenzamide FC1=C(C=C(C(=O)NCCC2=CC=C(C=C2)C(C)C)C=C1C)C